FC(C(=O)N1CC(C1)C1=NN(C2=NC=CC(=C21)I)C2=CC=C(C=C2)OC(F)(F)F)=C 2-fluoro-1-(3-(4-iodo-1-(4-(trifluoromethoxy)phenyl)-1H-pyrazolo[3,4-b]pyridin-3-yl)azetidin-1-yl)prop-2-en-1-one